tert-butyl 4-(4-((R)-3-fluoro-2,6-dioxopiperidin-3-yl) phenyl)-3-methylpiperidine-1-carboxylate F[C@@]1(C(NC(CC1)=O)=O)C1=CC=C(C=C1)C1C(CN(CC1)C(=O)OC(C)(C)C)C